(1,5-cyclooctadiene) C1=CCCC=CCC1